Ethyl 2-(3-chloro-4-isopropoxyphenyl)-2-oxoacetate ClC=1C=C(C=CC1OC(C)C)C(C(=O)OCC)=O